FC(C=1C=C(C=C(C1)C(F)(F)F)C1=NN(C=N1)/C=C/C=1N=NC=CC1)(F)F (E)-3-(2-(3-(3,5-bis(trifluoromethyl)phenyl)-1H-1,2,4-triazole-1-yl)vinyl)pyridazine